OCCN1C(C2=CC=CC(=C2CC1(C(F)(F)F)NC1=CC=CC=C1)OC)=O 2-(2-Hydroxyethyl)-5-methoxy-3-(phenylamino)-3-(trifluoromethyl)-3,4-dihydroisoquinolin-1(2H)-one